N-[(1S)-1-cyano-2-[(3R)-5,5-dimethyl-2-oxo-pyrrolidin-3-yl]ethyl]-2-(7-fluoro-4-methoxy-1H-indole-2-carbonyl)-2-azaspiro[4.5]decane-3-carboxamide C(#N)[C@H](C[C@H]1C(NC(C1)(C)C)=O)NC(=O)C1N(CC2(C1)CCCCC2)C(=O)C=2NC1=C(C=CC(=C1C2)OC)F